5-[4-[[(1R)-4-[6-(3-hydroxy-3-methylbutoxy)-2-methylpyridin-3-yl]-2,3-dihydro-1H-inden-1-yl]oxy]phenyl]isothiazol-3-ol 1-oxide OC(CCOC1=CC=C(C(=N1)C)C1=C2CC[C@H](C2=CC=C1)OC1=CC=C(C=C1)C1=CC(=NS1=O)O)(C)C